2-Ethylhexyl-aminomethylphosphonic acid monoethyl ester C(C)OP(O)(=O)C(N)CC(CCCC)CC